N-(2,6-Diphenylphenyl)-2-(4-fluorophenyl)imidazole C1(=CC=CC=C1)C1=C(C(=CC=C1)C1=CC=CC=C1)N1C(=NC=C1)C1=CC=C(C=C1)F